1,1,3,3-tetramethyldiphenyl-disilazane C[Si](N[Si](C)(C)C1=CC=CC=C1)(C)C1=CC=CC=C1